FC(C(=O)O)(F)F.C1N(CC12CNC2)C2=CC=C(C=C2)C2=CC(=C1CN(C(C1=C2)=O)C(C(=O)NC2=NC=CC=C2)C2=C1N(C=N2)CCC1)F 2-[6-[4-(2,6-diazaspiro[3.3]heptan-2-yl)phenyl]-4-fluoro-1-oxo-isoindolin-2-yl]-2-(6,7-dihydro-5H-pyrrolo[1,2-c]imidazol-1-yl)-N-(2-pyridinyl)acetamide trifluoroacetate